ClC=1C=C(C=C(C1N1CC(CN(S1(=O)=O)CC(=O)NC1C2CC3(CC(CC1C3)C2)C(=O)N)C)Cl)C2=C(C=C(C=C2)F)F 4-(2-(6-(3,5-dichloro-2',4'-difluoro-[1,1'-biphenyl]-4-yl)-4-methyl-1,1-dioxido-1,2,6-thiadiazinan-2-yl)acetamido)adamantan-1-carboxamide